(S)-1-(((3-Butyl-3-ethyl-5-(4-fluorophenyl)-7-(methylthio)-1,1-dioxido-2,3,4,5-tetrahydro-1,5-benzothiazepin-8-yl)oxy)methyl)cyclopropan C(CCC)[C@@]1(CS(C2=C(N(C1)C1=CC=C(C=C1)F)C=C(C(=C2)OCC2CC2)SC)(=O)=O)CC